(2R,3R,4R,5S)-6-(4-aminopiperidin-1-yl)hexane-1,2,3,4,5-pentaol dihydrochloride Cl.Cl.NC1CCN(CC1)C[C@@H]([C@H]([C@@H]([C@@H](CO)O)O)O)O